C[C@@H]1O[C@@H](CN(C1)CC1=CC=C(C=C1)C(C)N1C[C@@H](N(C[C@H]1CC)C=1C=2C(N(C(C1)=O)C)=CN(N2)CC#N)CC)C 2-(7-((2S,5R)-4-(1-(4-(((2S,6R)-2,6-dimethylmorpholino)methyl)phenyl)ethyl)-2,5-diethylpiperazin-1-yl)-4-methyl-5-oxo-4,5-dihydro-2H-pyrazolo[4,3-b]pyridin-2-yl)acetonitrile